5-[[(tert-butyldiphenylsilyl)oxy]methyl]-1-[[2-(trimethylsilyl)ethoxy]methyl]imidazole [Si](C1=CC=CC=C1)(C1=CC=CC=C1)(C(C)(C)C)OCC1=CN=CN1COCC[Si](C)(C)C